5-((2-(Difluoromethyl)pyridin-3-yl)methoxy)-N-(3-(hydroxymethyl)-2-oxopyrrolidin-3-yl)-2-methylbenzofuran-3-carboxamide FC(C1=NC=CC=C1COC=1C=CC2=C(C(=C(O2)C)C(=O)NC2(C(NCC2)=O)CO)C1)F